ClC=1C(=NC=CC1OC=1C=NC(=NC1)NC(=O)C1=NN(C=C(C1=O)C1=CC=C(C=C1)F)C(C)C)N=C(C1=CC=CC=C1)C1=CC=CC=C1 N-(5-((3-chloro-2-((diphenylmethylene)amino)pyridin-4-yl)oxy)pyrimidin-2-yl)-5-(4-fluorophenyl)-1-isopropyl-4-oxo-1,4-dihydropyridazine-3-carboxamide